C1=C(C=CC=2OC3=C(C21)C=CC=C3)S(=O)(=O)N[C@H](C(=O)O)CC(C)(C)F (S)-2-(dibenzo[b,d]furan-2-sulfonylamino)-4-fluoro-4-methylpentanoic acid